ClC1=C(C=NNC1=O)N1[C@@H](C2=CC=CC=C2C1)CN(CCC(=O)N1CCN(CC1)C1=NC=C(C#N)C=C1)C (S)-6-(4-(3-(((2-(5-Chloro-6-oxo-1,6-dihydropyridazin-4-yl)isoindolin-1-yl)methyl)(methyl)amino)propanoyl)piperazin-1-yl)nicotinonitrile